(2R,4R)-1-(tert-butyloxycarbonyl)-2-methylpiperidine-4-carboxylic acid C(C)(C)(C)OC(=O)N1[C@@H](C[C@@H](CC1)C(=O)O)C